Methyl 1-(1-(tetrahydro-2H-pyran-2-yl)-1H-pyrazole-3-carbonyl)piperidine-4-carboxylate O1C(CCCC1)N1N=C(C=C1)C(=O)N1CCC(CC1)C(=O)OC